N1=NN=C(C=C1)C(C)O[Si](OCC)(OCC)CCC triazinyl-propyl-triethoxysilane